ClC1=C(N=C(NC1=O)C1=CC(=NC=C1)F)N1C[C@H](NCC1)C1CC1 5-chloro-4-[3R-cyclopropylpiperazin-1-yl]-2-(2-fluoro-4-pyridinyl)-1H-pyrimidin-6-one